(3-acetoxy)-propyltriphenylphosphine bromide [Br-].C(C)(=O)OCCCC1=C(C=CC=C1)P(C1=CC=CC=C1)C1=CC=CC=C1